tert-Butyl 2-{[4-(2-propyn-1-yloxy)-1H-indole-2-carbonyl]-L-leucyl}-1-{[(S)-2-oxopyrrolidin-3-yl] Methyl}hydrazine-1-carboxylate C(C#C)OC1=C2C=C(NC2=CC=C1)C(=O)N[C@@H](CC(C)C)C(=O)NN(C(=O)OC(C)(C)C)C[C@H]1C(NCC1)=O